N-[(2S)-1-hydroxypropan-2-yl]-2-(pyridin-3-yl)pyrimidine-4-carboxamide OC[C@H](C)NC(=O)C1=NC(=NC=C1)C=1C=NC=CC1